3',6'-dihydro-[2,4'-bipyridine]-1'(2'H)-carboxylate N1=C(C=CC=C1)C=1CCN(CC1)C(=O)[O-]